N-(2-(3,3-dimethyl-2-(4-phenylphenyl)cyclobut-1-enyl)phenyl)acetamide CC1(C(=C(C1)C1=C(C=CC=C1)NC(C)=O)C1=CC=C(C=C1)C1=CC=CC=C1)C